C1(CC1)C(=O)NC=1C=C(C(=O)NC2=CC(=CC=C2)S(N(C2=CC=CC=C2)C)(=O)=O)C=CC1 3-(cyclopropanecarboxamido)-N-(3-(N-methyl-N-phenylsulfamoyl)phenyl)benzamide